ClC1=CC=C(CN2C(=NC(C=3N(C=NC23)CC)=O)NC=2C=C3C(N(CC3=CC2)CC)=O)C=C1 3-(4-chlorobenzyl)-7-ethyl-2-((2-ethyl-3-oxoisoindol-5-yl)amino)-3,7-dihydro-6h-purin-6-one